dimethyl (((5'-methyl-4-(2-methyloctan-2-yl)-2'-(prop-1-en-2-yl)-1',2',3',4'-tetrahydro-[1,1'-biphenyl]-2,6-diyl)bis(oxy))bis(methylene))bis(phenylcarbamate) CC=1CCC(C(C1)C1=C(C=C(C=C1OCN(C(OC)=O)C1=CC=CC=C1)C(C)(CCCCCC)C)OCN(C(OC)=O)C1=CC=CC=C1)C(=C)C